5-(4-((7-oxabicyclo[2.2.1]heptan-2-yl)methoxy)phenyl)-2-oxo-6-(trifluoromethyl)-1,2-dihydropyridine-3-carboxamide C12C(CC(CC1)O2)COC2=CC=C(C=C2)C=2C=C(C(NC2C(F)(F)F)=O)C(=O)N